C1(=CC=CC=C1)C(CCCP(=O)(O)CC(C(=O)O)CCC(=O)O)C 2-[[((3-phenylbutyl)methyl)hydroxyphosphinyl]methyl]pentanedioic acid